COC(=O)C1(CCC2(C(=CC3=CC=C(C=C23)C=O)C[C@H](COC2=CC=NC=3CCC[C@H](C23)C)C)CC1)NC1=CC(=CC=C1)Cl (1R,4R)-4-(3-Chloroanilino)-6'-formyl-2'-[(2R)-2-methyl-3-{[(5R)-5-methyl-5,6,7,8-tetrahydroquinolin-4-yl]oxy}propyl]spiro[cyclohexane-1,1'-indene]-4-carboxylic acid methyl ester